CC1=CC=C(C(=O)[O-])C=C1.C(C1=CC=CC=C1)[NH+](CC1=CC=CC=C1)CC1=CC=CC=C1 tribenzylammonium 4-methylbenzoate